(E)-2-Isopropyl-5-[2-(pyridazin-3-yl)vinyl]phenol C(C)(C)C1=C(C=C(C=C1)\C=C\C=1N=NC=CC1)O